BrC(COC(C(C1=C(C(=C(O)C(=C1Br)Br)Br)Br)(C)C1=CC=C(C=C1)O)OCC(CBr)Br)CBr bis(2,3-dibromopropoxy)tetrabromobisphenol A